[N+](=O)([O-])C=1C=C(C=CC1)N1N=CC=C1N (3-nitrophenyl)-1H-pyrazol-5-amine